3-[2-(dimethylamino)ethyl]-6-methoxy-indole-1-carboxylic acid isobutyl ester C(C(C)C)OC(=O)N1C=C(C2=CC=C(C=C12)OC)CCN(C)C